tert-butyl (5-hydroxy-3-oxabicyclo[3.1.1]heptan-1-yl)carbamate OC12COCC(C1)(C2)NC(OC(C)(C)C)=O